1-(6,7-dihydro-5H-benzo[6,7]cyclohepta[1,2-c]pyridazin-3-yl)-N3-(4-(morpholin-4-ylprop-1-enyl)phenyl)-1H-1,2,4-triazole-3,5-diamine N1=NC(=CC2=C1C1=C(CCC2)C=CC=C1)N1N=C(N=C1N)NC1=CC=C(C=C1)C=CCN1CCOCC1